undecanediol diacrylate C(C=C)(=O)OC(CCCCCCCCCC)OC(C=C)=O